1-(3,3-dimethylbutyl)-4-(3-(2-methoxypyridin-3-yl)pyrazolo[1,5-a]pyrimidin-5-yl)piperazin-2-one CC(CCN1C(CN(CC1)C1=NC=2N(C=C1)N=CC2C=2C(=NC=CC2)OC)=O)(C)C